1-({3,4-difluoro-2-[(2-fluoro-4-iodophenyl)amino]Phenyl}carbonyl)-3-{[(2-pyridin-4-ylethyl)amino]Methyl}azetidin-3-ol acetate C(C)(=O)OC1(CN(C1)C(=O)C1=C(C(=C(C=C1)F)F)NC1=C(C=C(C=C1)I)F)CNCCC1=CC=NC=C1